ClC=1C=C2C(=NC1OC)C(=C(N2C)C2=NC(=NN2)C(=O)N(C)C)C=2C=NNC2 5-(6-chloro-5-methoxy-1-methyl-3-(1H-pyrazol-4-yl)-1H-pyrrolo[3,2-b]pyridin-2-yl)-N,N-dimethyl-1H-1,2,4-triazole-3-carboxamide